Methyl 2-phenyl-1,2,3,4-tetrahydroquinoline-6-carboxylate C1(=CC=CC=C1)C1NC2=CC=C(C=C2CC1)C(=O)OC